methyl 2-chloro-3-(pyridine-2-carbonylamino)-4-(trifluoromethoxy)benzoate ClC1=C(C(=O)OC)C=CC(=C1NC(=O)C1=NC=CC=C1)OC(F)(F)F